tert-Butyl 2,2-dimethyl-4-[4-(4-sulfamoylphenyl)but-3-ynyl]pyrrolidine-1-carboxylate CC1(N(CC(C1)CCC#CC1=CC=C(C=C1)S(N)(=O)=O)C(=O)OC(C)(C)C)C